COC(=O)N1C[C@H](CCC1)C1=NC(=NO1)C1=C(C(=C(C(=C1)F)C)[N+](=O)[O-])F (S)-3-(3-(2,5-difluoro-4-methyl-3-nitrophenyl)-1,2,4-oxadiazol-5-yl)piperidine-1-carboxylic acid methyl ester